1,3-di(propynyl)urea C(#CC)NC(=O)NC#CC